N1C(C=CC2=CC=C3C=CC=NC3=C12)=O phenanthrolineOne